(2S,4R)-4-(2-((4-(2-hydroxypyridin-4-yl)phenyl)amino)-2-oxoethyl)-1-(2-methylbenzofuro[3,2-d]pyrimidin-4-yl)pyrrolidine-2-carboxylic acid OC1=NC=CC(=C1)C1=CC=C(C=C1)NC(C[C@H]1C[C@H](N(C1)C=1C2=C(N=C(N1)C)C1=C(O2)C=CC=C1)C(=O)O)=O